C1(CC1)N1N=C(C(=C1)OC=1C(=NC=CC1)NC1=CC(=NC=C1)N1C[C@@H](O[C@@H](C1)C)C)C1CCOCC1 ((1-cyclopropyl-3-(tetrahydro-2H-pyran-4-yl)-1H-pyrazol-4-yl)oxy)-N-(2-((2S,6R)-2,6-dimethylmorpholinyl)pyridin-4-yl)pyridin-2-amine